(S)-2-((4-(6-((4-acetylbenzyl)oxy)pyridin-2-yl)piperidin-1-yl)methyl)-1-(oxetan-2-ylmethyl)-1H-benzo[d]imidazole-6-carboxylic acid C(C)(=O)C1=CC=C(COC2=CC=CC(=N2)C2CCN(CC2)CC2=NC3=C(N2C[C@H]2OCC2)C=C(C=C3)C(=O)O)C=C1